6-(1-methyl-1H-pyrazol-4-yl)-2-(3-methyl-[1,2,4]triazolo[4,3-a]pyridin-6-yl)-N-(4-(trifluoromethyl)phenyl)imidazo[1,2-a]pyrazin-3-amine CN1N=CC(=C1)C=1N=CC=2N(C1)C(=C(N2)C=2C=CC=1N(C2)C(=NN1)C)NC1=CC=C(C=C1)C(F)(F)F